(S)-4-((2-fluoropyridin-3-yl)oxy)-N-(5-methyl-7-(oxetan-3-ylethynyl)-4-oxo-2,3,4,5-tetrahydrobenzo[b][1,4]oxazepin-3-yl)picolinamide FC1=NC=CC=C1OC1=CC(=NC=C1)C(=O)N[C@@H]1C(N(C2=C(OC1)C=CC(=C2)C#CC2COC2)C)=O